FC1=CC=C(C=C1)C1CC([C@@H](C1)N1CC(CCC1)NC(OC(C)(C)C)=O)OC=1N=NC=CC1 tert-butyl 1-((1R)-4-(4-fluorophenyl)-2-(pyridazin-3-yloxy)cyclopentyl)piperidin-3-ylcarbamate